N2-(2,2-difluoroethyl)-N1-[4-[6-(3,5-dimethylisoxazol-4-yl)-1H-pyrrolo[2,3-b]pyridin-3-yl]-5-(trifluoromethyl)pyrimidin-2-yl]cyclopentane-1,2-diamine FC(CNC1C(CCC1)NC1=NC=C(C(=N1)C1=CNC2=NC(=CC=C21)C=2C(=NOC2C)C)C(F)(F)F)F